N-ethyl-pyrrole hexafluorophosphate F[P-](F)(F)(F)(F)F.C(C)N1C=CC=C1